(2-cyanoprop-2-yl)piperidine-1-carboxylic acid tert-butyl ester C(C)(C)(C)OC(=O)N1C(CCCC1)C(C)(C)C#N